5-(piperazin-1-yl)-N-{[3-(fluoromethoxy)phenyl]methyl}pyrimidin-2-amine hydrochloride Cl.N1(CCNCC1)C=1C=NC(=NC1)NCC1=CC(=CC=C1)OCF